4,8-dichloro-2,2,7-trimethyl-1,3-benzothiazine ClC1=NC(SC2=C1C=CC(=C2Cl)C)(C)C